10,14-dimethyloctadecene CC(CCCCCCCC=C)CCCC(CCCC)C